FC(C1=CC=C(C=C1)C1(CC1)C1CCN(CC1)C(=O)OC(C)(C)C)(F)F tert-Butyl 4-[1-[4-(trifluoromethyl)phenyl]cyclopropyl]piperidine-1-carboxylate